P(=O)(O)(O)O[C@H]1[C@H]([C@@](O[C@@H]1CO)(N1C=NC=2C(=O)NC(N)=NC12)F)O fluoroguanosine-3'-monophosphate